(3R,4S,6R)-N-(3-acetylpyridin-4-yl)-4-(5-fluoro-6-methylpyridin-2-yl)-6-methyl-6-(trifluoromethyl)tetrahydro-2H-pyran-3-carboxamide C(C)(=O)C=1C=NC=CC1NC(=O)[C@H]1CO[C@](C[C@@H]1C1=NC(=C(C=C1)F)C)(C(F)(F)F)C